N1(C=CC2=CC=CC=C12)P(OC1=C(C=2CCCCC2C=C1)C1=C(C=CC=2CCCCC12)OP(N1C=CC2=CC=CC=C12)N1C=CC2=CC=CC=C12)N1C=CC2=CC=CC=C12 2,2'-bis((di(1H-indol-1-yl)phosphaneyl)oxy)-5,5',6,6',7,7',8,8'-octahydro-1,1'-binaphthalene